5-(2-(bis(2,4-dimethoxybenzyl)amino)oxazolo[4,5-c]pyridin-7-yl)-2,6-dioxabicyclo[3.2.1]octan-7-one COC1=C(CN(C=2OC3=C(C=NC=C3C34CCOC(C(O3)=O)C4)N2)CC2=C(C=C(C=C2)OC)OC)C=CC(=C1)OC